3-bromo-9-(p-tolyl)-9H-carbazole BrC=1C=CC=2N(C3=CC=CC=C3C2C1)C1=CC=C(C=C1)C